FC(COC1=C(C=CC=C1)C=1C(C(=CN(N1)CC1COC1)C(=O)NC1=CC=C(C=C1)C(C)(C)O)=O)F 6-[2-(2,2-difluoroethoxy)phenyl]-N-[4-(2-hydroxypropan-2-yl)phenyl]-2-[(oxetan-3-yl)methyl]-5-oxo-2,5-dihydropyridazine-4-carboxamide